N-(3-(4'-(2-(Dimethylamino)Ethoxy)-4,5,5',6'-Tetrahydro-2H-Spiro[Furan-3,8'-Pyrano[3,4-b]Pyridine]-2'-yl)-1-Methyl-1H-Pyrrolo[2,3-c]Pyridin-5-yl)Acetamide CN(CCOC1=C2C(=NC(=C1)C1=CN(C3=CN=C(C=C31)NC(C)=O)C)C3(OCC2)COCC3)C